tert-butyl (R)-(5-(5-methylisoxazol-3-yl)-2,3-dihydro-1H-inden-1-yl)carbamate CC1=CC(=NO1)C=1C=C2CC[C@H](C2=CC1)NC(OC(C)(C)C)=O